NC1=NC=C(C2=C1C=NN2)NC(=O)C(=O)N([C@@H](C)C2=C(C=C(C=C2)C(C(F)(F)F)(F)F)F)CC N-(4-Amino-1H-pyrazolo[4,3-c]pyridin-7-yl)-N'-ethyl-N'-[(1S)-1-[2-fluoro-4-(1,1,2,2,2-pentafluoroethyl)phenyl]ethyl]oxamide